2-(piperidin-3-yl)-5-(2-(trifluoromethyl)pyridin-3-yl)-1,3,4-thiadiazole hydrochloride salt Cl.N1CC(CCC1)C=1SC(=NN1)C=1C(=NC=CC1)C(F)(F)F